C12CN(CC(CC1)N2)C2=NC(=NC1=C(C(=C(C=C21)Cl)C2=C(N)C(=CC=C2)C(F)(F)F)F)OCC21CCCN1CCC2 2-(4-(3,8-diazabicyclo-[3.2.1]octan-3-yl)-6-chloro-8-fluoro-2-((tetrahydro-1H-pyrrolizin-7a(5H)-yl)meth-oxy)quinazolin-7-yl)-6-(trifluoromethyl)aniline